COC1=NC=CC(=C1)C1=CC=CC=C1N 6-(2-methoxy-4-pyridyl)aniline